C=1(C(=CC(=CC1)C(=O)OCCCCCCCC)C(=O)OCCCCCCCC)C(=O)OCCCCCCCC trioctyl benzene-1,2,4-tricarboxylate